naphtho[2,3-d]thiophen-2-yl-boronic acid S1C(=CC2=C1C=C1C=CC=CC1=C2)B(O)O